C1(CC1)C1=CC(=NN1)NC1=NC(=NC=C1)N1C2CCC(C1)(CC2)C(=O)N 2-[4-[(5-Cyclopropyl-1H-pyrazol-3-yl)amino]pyrimidin-2-yl]-2-azabicyclo[2.2.2]octane-4-carboxamide